C(C)(C)(C)OC(=O)N[C@H]1CSC2=C(NC1=O)C=CC=C2 (3R)-3-(tert-Butoxycarbonylamino)-4-oxo-3,5-dihydro-2H-1,5-benzothiazepine